(2-chloro-4-((1-phenyl-1H-imidazol-4-yl)amino)thieno[2,3-d]pyrimidin-6-yl)methanol ClC=1N=C(C2=C(N1)SC(=C2)CO)NC=2N=CN(C2)C2=CC=CC=C2